L-alanine-3-pentyl ester CCC(CC)OC([C@@H](N)C)=O